2,4-diamino-1-(beta-hydroxyethoxy)benzene NC1=C(C=CC(=C1)N)OCCO